C(C)(C)(C)C=1C(=C(C=C(C1)CCC(=O)OCCCCCCCC)N1N=C2C(=N1)C=CC=C2)O 2-(3'-tert-butyl-2'-hydroxy-5'-(2-octyloxycarbonylethyl)phenyl)-benzotriazole